CC1=CN=CC2=C1N=CN=C2 8-methylpyrido[4,3-d]pyrimidin